C(CCC)N1SC2=C(C1)C=CC=C2 N-Butyl-1,2-Benzisothiazolin